5-{[5-chloro-4-(3-chlorobenzyl)-2-thienyl]carbonyl}pyrimidin ClC1=C(C=C(S1)C(=O)C=1C=NC=NC1)CC1=CC(=CC=C1)Cl